5-(3-furoyl)amino-3-(1-butylpiperidin-4-yl)pyrrolo[3,2-b]pyridine O1C=C(C=C1)C(=O)NC1=CC=C2C(=N1)C(=CN2)C2CCN(CC2)CCCC